(4-(4-(benzo[d]thiazol-2-ylmethyl)piperazin-1-yl)-5-cyano-2-cyclopropylphenyl)acetamide S1C(=NC2=C1C=CC=C2)CN2CCN(CC2)C2=CC(=C(C=C2C#N)CC(=O)N)C2CC2